OCCCCOC=1C=C2C=CC(=CC2=CC1)C1(C2=CC=CC=C2C=2C=CC=CC12)C1=CC2=CC=C(C=C2C=C1)OCCCCO 9,9-bis[6-(4-hydroxybutoxy)naphthalen-2-yl]Fluorene